[Na].C(=O)(OC(C)(C)C)NCCO N-Bocethanolamine sodium salt